2,7-dimethyl-3-[6-(trifluoromethyl)pyrazin-2-yl]-4,5,6,7-tetrahydropyrazolo[3,4-c]pyridine hydrochloride Cl.CN1N=C2C(NCCC2=C1C1=NC(=CN=C1)C(F)(F)F)C